9-((2-Fluoro-4-((4-methylpyridin-2-yl)oxy)phenyl)(hydroxy)methyl)-2-(methoxymethyl)-2-Methyl-1,2,4,7-tetrahydro-3H-pyrrolo[3',2':5,6]pyrido[3,4-b]pyrazin-3-one FC1=C(C=CC(=C1)OC1=NC=CC(=C1)C)C(C1=CNC2=C1C1=C(NC(C(N1)(C)COC)=O)C=N2)O